FC=1C(=CC=2C3=C(NC(C2C1)=O)COC[C@@H]3N(C(=O)C=3C=CN1C=CC=CC31)C)F (R)-N-(8,9-difluoro-6-oxo-1,4,5,6-tetrahydro-2H-pyrano[3,4-c]isoquinolin-1-yl)-N-methylindolizine-1-carboxamide